N-(3-chloro-5-methanesulfonamidophenyl)-4-(3-{[3-(dimethylphosphoryl)phenyl]methoxy}-5-fluoropyridin-2-yl)-5-methylthiophene-2-carboxamide ClC=1C=C(C=C(C1)NS(=O)(=O)C)NC(=O)C=1SC(=C(C1)C1=NC=C(C=C1OCC1=CC(=CC=C1)P(=O)(C)C)F)C